2-cyclopropyl-3-oxo-3,4-dihydro-2H-benzo[b][1,4]oxazine-6-carboxylic acid C1(CC1)C1C(NC2=C(O1)C=CC(=C2)C(=O)O)=O